C(C(O)SSC(C(=O)O)O)(=O)O 2,2'-dithiodiglycolic acid